4-(6-(7-Azabicyclo[2.2.1]heptan-7-yl)-4-chloropicolinamido)-2-methylbenzoic acid C12CCC(CC1)N2C2=CC(=CC(=N2)C(=O)NC2=CC(=C(C(=O)O)C=C2)C)Cl